benzyl (S)-3-amino-4-oxo-5-((2-(trifluoromethyl)pyrimidin-4-yl)oxy)pentanoate hydrochloride Cl.N[C@@H](CC(=O)OCC1=CC=CC=C1)C(COC1=NC(=NC=C1)C(F)(F)F)=O